N(=[N+]=[N-])CCOCCOCCOCCNC(CCC(CCC(NCCOCCOCCOCCN=[N+]=[N-])=O)NC(OC(C)(C)C)=O)=O tert-butyl (1,31-diazido-13,19-dioxo-3,6,9,23,26,29-hexaoxa-12,20-diazahentriacontan-16-yl)carbamate